ClC=1C=C2N(C(N1)=O)C[C@@]13C2C[C@@H](N(C1=O)C)C3 (3R,10aR)-6-Chloro-2-methyl-2,3,4,4a-tetrahydro-10H-3,10a-methanopyrido[4',3':3,4]pyrrolo[1,2-c]pyrimidin-1,8-dione